C1(CC(C1)C(=O)O)C(=O)O CYCLOBUTANE-1,3-DICARBOXYLIC ACID